C(C)(C)(CCC)S t-hexyl mercaptan